3-methyl-2-(4-(4-(trifluoromethoxy)phenoxy)phenyl)quinolin-4(1H)-one CC1=C(NC2=CC=CC=C2C1=O)C1=CC=C(C=C1)OC1=CC=C(C=C1)OC(F)(F)F